C(C)OC(CC1=CC(=CC(=C1)C)C=1C(NC2=CC(=C(C=C2C1)Br)Cl)=O)=O 2-(3-(6-bromo-7-chloro-2-oxo-1,2-dihydroquinolin-3-yl)-5-methylphenyl)acetic acid ethyl ester